(7R)-8-ethyl-14,14-difluoro-3-methoxy-7-methyl-11-(3,3,3-trifluoropropyl)-17-oxa-5,8,10,20,23,25-hexazatetracyclo[16.6.1.12,6.019,23]hexacosa-1(24),2(26),3,5,18(25),19,21-heptaen-9-one C(C)N1[C@@H](C2=NC=C(C(C3=CN4C=CN=C4C(OCCC(CCC(NC1=O)CCC(F)(F)F)(F)F)=N3)=C2)OC)C